C(C)(=O)N1CC2(C1)CCC(CC2)N2CC1=C(C=C(C=C1CC2)C(=O)NO)F 2-(2-acetyl-2-azaspiro[3.5]nonan-7-yl)-8-fluoro-3,4-dihydro-1H-isoquinoline-6-carbohydroxamic acid